N-(tetrahydrofuran-2-ylmethyl)aniline O1C(CCC1)CNC1=CC=CC=C1